ClC1=NC(=CC(=N1)C(=O)NC1=CC(=NC=C1)C(F)(F)F)OCC(C)(C)O 2-chloro-6-(2-hydroxy-2-methylpropoxy)-N-(2-(trifluoromethyl)pyridin-4-yl)pyrimidine-4-carboxamide